3-BENZYLOXYMETHYL-2-BUTYL-5-IODO-3H-IMIDAZOLE-4-CARBALDEHYDE C(C1=CC=CC=C1)OCN1C(=NC(=C1C=O)I)CCCC